N-(4-methoxybenzyl)-N,N-dimethyl-anilinium triflate [O-]S(=O)(=O)C(F)(F)F.COC1=CC=C(C[N+](C2=CC=CC=C2)(C)C)C=C1